3-Imidazol-1-yl-5-[4-methyl-3-[3-(trifluoromethyl)phenoxy]phenyl]-4,5-dihydroisoxazole N1(C=NC=C1)C1=NOC(C1)C1=CC(=C(C=C1)C)OC1=CC(=CC=C1)C(F)(F)F